6-((3-chlorophenyl)ethynyl)-8-cyclopentyl-2-(4-(phenethylamino)piperidin-1-yl)pyrido[2,3-d]pyrimidin-7-one ClC=1C=C(C=CC1)C#CC1=CC2=C(N=C(N=C2)N2CCC(CC2)NCCC2=CC=CC=C2)N(C1=O)C1CCCC1